CNC(=O)C=1N=NN(C1)CCCCC=1N=NC(=CC1)NC(CC=1N=CN(C1)C1=CC(=CC=C1)OC(F)(F)F)=O N-methyl-1-(4-(6-(2-(1-(3-(trifluoromethoxy)phenyl)-1H-imidazol-4-yl)acetamido)pyridazin-3-yl)butyl)-1H-1,2,3-triazole-4-carboxamide